CC(C)NC(CN(CC(C)NC(C)C)CC(C)NC(C)C)C tris[2-(propane-2-ylamino)propyl]amine